1-tert-butyl-4-hexylcyclohexane C(C)(C)(C)C1CCC(CC1)CCCCCC